5-[7-(aminomethyl)-3-(benzyloxy)-1-fluoro-5,6,7,8-tetrahydronaphthalen-2-yl]-1λ6,2,5-thiadiazolidine-1,1,3-trione 2,2,2-trifluoroacetate FC(C(=O)O)(F)F.NCC1CCC=2C=C(C(=C(C2C1)F)N1CC(NS1(=O)=O)=O)OCC1=CC=CC=C1